N-(1,2-dimyristoxypropan-3-yl)-N,N-dimethyl-N-hydroxyethyl-ammonium bromide [Br-].C(CCCCCCCCCCCCC)OCC(C[N+](CCO)(C)C)OCCCCCCCCCCCCCC